[N+](=O)([O-])C=1C=C(C=CC1)N1CCN(CCC1)C(=O)OC(C)(C)C tert-butyl 4-(3-nitrophenyl)-1,4-diazepan-1-carboxylate